C(C)OC(=O)C=1C=NC(=NC1)NCC1=CC(=CC(=C1)OC(C)C)Br 2-((3-bromo-5-isopropoxy-benzyl)amino)pyrimidine-5-carboxylic acid ethyl ester